COC=1C=C(CN2N=CN3C(C2=O)=C(C2=C3SC(=N2)C)C)C=CC1 7-(3-methoxybenzyl)-2,9-dimethylthiazolo[4',5':4,5]pyrrolo[1,2-d][1,2,4]triazin-8(7H)-one